BrC1=CC=C(C=C1)C1=NOC(=C1)CC(=O)O 2-(3-(4-bromophenyl)isoxazol-5-yl)acetic acid